25-methylheptacosyl eicos-11-enoate C(CCCCCCCCCC=CCCCCCCCC)(=O)OCCCCCCCCCCCCCCCCCCCCCCCCC(CC)C